C1=NC2=C(C(=O)N1)N=CN2[C@H]3[C@@H]([C@@H]([C@H](O3)CO)O)O (-)-Inosine